C(CCCCCCCCCCCCCCC)(=O)OCC=CCCC=CCC non-2,6-dien-1-yl hexadecanoate